1,1,1,3,3,3-hexafluoropropan-2-yl (R)-1-(pyridazin-4-ylcarbamoyl)-6-azaspiro[2.5]octane-6-carboxylate N1=NC=C(C=C1)NC(=O)[C@@H]1CC12CCN(CC2)C(=O)OC(C(F)(F)F)C(F)(F)F